ClC=1C=C(C(=NC1)N1C(SC2=C1C=C(C=C2)O)=O)F (5-chloro-3-fluoropyridin-2-yl)-5-hydroxybenzothiazol-2(3H)-one